N1=CC(=CC=C1)CN1N=C2C(=C1)CN(C2)C(=O)OC(C)(C)C tert-butyl 2-(pyridin-3-ylmethyl)-2,6-dihydropyrrolo[3,4-c]pyrazole-5(4H)-carboxylate